1-tert-butyl (3S,4S)-4-((4-(3-(2,6-dioxopiperidin-3-yl)-5-fluoro-1-methyl-1H-indazol-6-yl)piperazin-1-yl)methyl)-3-methylpiperidine-1-carboxylate O=C1NC(CCC1C1=NN(C2=CC(=C(C=C12)F)N1CCN(CC1)C[C@@H]1[C@@H](CN(CC1)C(=O)OC(C)(C)C)C)C)=O